(5-(((Z)-7-((1R,2R,3R,5S)-3,5-dihydroxy-2-((R)-3-hydroxy-5-phenylpentyl)cyclopentyl)hept-5-enoyl)oxy)-6-methylpyridine-3,4-diyl)bis(methylene) bis(2,2-dimethoxypent-4-ynoate) COC(C(=O)OCC=1C=NC(=C(C1COC(C(CC#C)(OC)OC)=O)OC(CCC\C=C/C[C@@H]1[C@H]([C@@H](C[C@@H]1O)O)CC[C@H](CCC1=CC=CC=C1)O)=O)C)(CC#C)OC